4-chloro-6-(cyclopropylmethyl)-1-ethyl-1H-pyrazolo[3,4-d]Pyrimidine ClC1=C2C(=NC(=N1)CC1CC1)N(N=C2)CC